2-methyl-pentane-1,5-diamine CC(CN)CCCN